2-methyl-N-(4-methyl-3-(7-methyl-2-(methylamino)pyrido[2,3-d]pyrimidin-6-yl)phenyl)-6-(trifluoromethyl)isonicotinamide CC=1C=C(C(=O)NC2=CC(=C(C=C2)C)C2=CC3=C(N=C(N=C3)NC)N=C2C)C=C(N1)C(F)(F)F